1-methyl-1H-benzo[d]imidazol-5-amine CN1C=NC2=C1C=CC(=C2)N